N-(1-(((1r,2r)-3-hydroxycyclobutyl)methyl)-3-(pyridin-2-yl)-1H-pyrazol-4-yl)-2-(1H-pyrazol-4-yl)thiazole-4-carboxamide OC1CC(C1)CN1N=C(C(=C1)NC(=O)C=1N=C(SC1)C=1C=NNC1)C1=NC=CC=C1